OC1C(CC12CCN(CC2)C(CCC=2C=NC=CC2)=O)C2N1C(C=3C=CC=CC23)=CN=C1 1-[3-hydroxy-2-(5H-imidazo[1,5-b]isoindol-5-yl)-7-azaspiro[3.5]nonane-7-yl]-3-(3-pyridyl)propane-1-one